C1(CCCC1)N1N=C(C=C1C1=C(C=CC=C1OC)OC)C(=O)NC(CC(=O)O)C=CC1=CC=C(C=C1)F 3-(1-cyclopentyl-5-(2,6-dimethoxyphenyl)-1H-pyrazole-3-carboxamido)-5-(4-fluorophenyl)pent-4-enoic acid